FC1=C(C=CC(=C1)OC1=NC(=NC=C1)NC1=NC=CC=C1)NC=1C2=C(N=CN1)NC=C2C2CCN(CC2)C(C=C)=O 1-(4-(4-((2-fluoro-4-((2-(pyridin-2-ylamino)pyrimidin-4-yl)oxy)phenyl)amino)-7H-pyrrolo[2,3-d]pyrimidin-5-yl)piperidin-1-yl)prop-2-en-1-one